COC(=O)[C@H]1N(CCC[C@H]1O[Si](C1=CC=CC=C1)(C1=CC=CC=C1)C(C)(C)C)C(=O)OC(C)(C)C (2S,3R)-3-[tert-butyl-(diphenyl)silyl]oxypiperidine-1,2-dicarboxylic acid O1-tert-butyl O2-methyl ester